isopropyl 2-((5-acrylamido-4-(3-(dimethylamino)azetidin-1-yl)-2-methoxyphenyl)amino)-4-(3,3,5-trimethyl-2,3-dihydro-1H-pyrrolo[3,2-b]pyridin-1-yl)pyrimidine-5-carboxylate C(C=C)(=O)NC=1C(=CC(=C(C1)NC1=NC=C(C(=N1)N1CC(C2=NC(=CC=C21)C)(C)C)C(=O)OC(C)C)OC)N2CC(C2)N(C)C